C/C(/C=O)=C\C(C)C1=CC=CC=C1 (e)-2-methyl-4-phenylpent-2-enal